COC=1C=C(C=CC1)C1CCOC=C1 4-(3-methoxyphenyl)-3,4-dihydropyran